N,N-dimethylaminoethoxyethoxyethanol CN(C)CCOCCOC(C)O